C1(CCCCC1)N1N=C(C=2C1=NC(=NC2)NC=2C(=CC=1N(C2)N=CN1)C)C 1-cyclohexyl-3-methyl-N-(7-methyl-[1,2,4]triazolo[1,5-a]pyridin-6-yl)-1H-pyrazolo[3,4-d]pyrimidin-6-amine